Methyl 4-[2-[5-[5-(3-carbamoyl-5-methyl-pyrazolo[3,4-c]pyridin-1-yl)-1H-1,2,4-triazol-3-yl]-4-hydroxy-3-methyl-pyrazol-1-yl]ethyl]benzoate C(N)(=O)C1=NN(C2=CN=C(C=C21)C)C2=NC(=NN2)C2=C(C(=NN2CCC2=CC=C(C(=O)OC)C=C2)C)O